3-OXO-1-CYCLOHEXANECARBOXYLIC ACID O=C1CC(CCC1)C(=O)O